C(N)(O)=O.CN1CCN(CC1)C bis-methylpiperazine carbamate